COCCNC1=NN2C(C=N1)=C(C=C2)C=2C=CC=1N(C2)C(=CN1)C(=O)N1CCCC1 (6-(2-((2-methoxyethyl)amino)pyrrolo[2,1-f][1,2,4]triazin-5-yl)imidazo[1,2-a]pyridin-3-yl)(pyrrolidin-1-yl)methanone